BrC=1C=C(SC1)N1N=NN(C1=O)CC(CNC(OC(C)(C)C)=O)=C(F)F tert-butyl (2-((4-(4-bromothiophen-2-yl)-5-oxo-4,5-dihydro-1H-tetrazol-1-yl)methyl)-3,3-difluoroallyl)carbamate